N1(C=NC=C1)CC1=CC(=C2CCN(C(C2=C1)=O)C1=CC=NC2=C(C=C(C=C12)CC)CN(C(OC(C)(C)C)=O)C)C=1C(=NN(C1)C)C(F)(F)F tert-butyl ((4-(7-((1H-imidazol-1-yl)methyl)-5-(1-methyl-3-(trifluoromethyl)-1H-pyrazol-4-yl)-1-oxo-3,4-dihydroisoquinolin-2(1H)-yl)-6-ethylquinolin-8-yl)methyl)(methyl)carbamate